F[C@H]1CN(CC[C@@H]1NC1=C(N(C2=CC=CC=C12)CC(F)(F)F)C(=O)NNC(CNC1=C(C=C(C=C1)S(=O)(=O)C)OC)=O)C (((3S,4S)-3-fluoro-1-methylpiperidin-4-yl)amino)-N'-((2-methoxy-4-(methylsulfonyl)phenyl)glycyl)-1-(2,2,2-trifluoroethyl)-1H-indole-2-carbohydrazide